C(C)(C)C1N(C(OC1)=O)C(C=CC1=C(C=CC=C1)C(F)(F)F)=O 4-isopropyl-3-(3-(trifluoromethylphenyl)acryloyl)oxazolidin-2-one